C(C1=CC=CC=C1)N1C=C(C2=CC=CC=C12)CCC1N(CCC2=CC(=C(C=C12)OC)OC)CC1CCOCC1 1-(2-(1-benzyl-1H-indol-3-yl)ethyl)-6,7-dimethoxy-2-((tetrahydro-2H-pyran-4-yl)methyl)-1,2,3,4-tetrahydroisoquinoline